CC(C=1C=2N(C=CC1C(C(C(=O)OCC(CO)(COCC(CO)(CO)CO)CO)(C)C)C1=NC(=C(C=C1)C)CO[Si](C)(C)C(C)(C)C)C(=NN2)C(F)(F)F)(C)C dipentaerythritol triMethyl-3-(6-(((tert-butyldimethylsilyl)oxy)methyl)-5-methylpyridin-2-yl)-2,2-dimethyl-3-(8-methyl-3-(trifluoromethyl)-[1,2,4]triazolo[4,3-a]pyridin-7-yl)propanoate